O=C(CC#N)C=1C=NC(=CC1)N1CCCC1 3-oxo-3-(6-(pyrrolidin-1-yl)pyridin-3-yl)propanenitrile